4-(thiophenyloxy)cyclohexanone S1C(=CC=C1)OC1CCC(CC1)=O